FC1=CC=C(C=C1)C1=NN=C(O1)NC=1NC2=C(C=NC=C2N2CCOCC2)N1 5-(4-Fluorophenyl)-N-(7-morpholino-1H-imidazo[4,5-c]pyridin-2-yl)-1,3,4-oxadiazol-2-amine